C(C)(C)(C)C1=NOC(=N1)C(=O)NCC1=C(C=C(C=C1)C1=C2C(=NC=C1)NC(=N2)C=2C(=NN(C2)C)NC(OC(C)(C)C)=O)[N+](=O)[O-] tert-Butyl (4-(7-(4-((3-(tert-butyl)-1,2,4-oxadiazole-5-carboxamido)methyl)-3-nitrophenyl)-3H-imidazo[4,5-b]pyridin-2-yl)-1-methyl-1H-pyrazol-3-yl)carbamate